ClC1=C(C(=O)N)C(=CN=C1C(F)(F)F)N1CCC(CCC1)(F)F 3-chloro-5-(4,4-difluoroazepan-1-yl)-2-(trifluoromethyl)isonicotinamide